1,1-dioxo-4-((1-(tert-butyl)-3-((1s,4s)-4-hydroxycyclohexyl)-1H-pyrazol-5-yl)amino)-2,3-dihydrobenzo[b]thiophene O=S1(C2=C(CC1)C(=CC=C2)NC2=CC(=NN2C(C)(C)C)C2CCC(CC2)O)=O